Cl.O=C1NC(CCC1C1=NN(C2=CC(=CC=C12)N1CCC(CC1)(O)CC(=O)O)C)=O 2-[1-[3-(2,6-dioxo-3-piperidyl)-1-methyl-indazol-6-yl]-4-hydroxy-4-piperidyl]acetic acid HCl salt